3-(4-(3-(aminomethyl)isoxazol-5-yl)-1-oxoisoindolin-2-yl)piperidine-2,6-dione NCC1=NOC(=C1)C1=C2CN(C(C2=CC=C1)=O)C1C(NC(CC1)=O)=O